Methyl ((((1S,4R)-4-(2-amino-6-(dimethyl amino)-9H-purin-9-yl)cyclopent-2-en-1-yl)methoxy)(4-bromophenoxy)phosphoryl)-L-alaninate NC1=NC(=C2N=CN(C2=N1)[C@H]1C=C[C@H](C1)COP(=O)(OC1=CC=C(C=C1)Br)N[C@@H](C)C(=O)OC)N(C)C